(E)-3-(4-fluoro-2-(3-(5-fluoro-3-methyl-1H-indazol-6-yl)acrylamido)-3-methylphenyl)propionic acid FC1=C(C(=C(C=C1)CCC(=O)O)NC(\C=C\C1=C(C=C2C(=NNC2=C1)C)F)=O)C